NC(C(=O)OC)CC1=NN(C=C1)C([2H])([2H])[2H] methyl 2-amino-3-(1-(methyl-d3)-1H-pyrazol-3-yl)propanoate